CC=1C=CC2=C(SCC(N2CC2=NN=C(N2)C2=NC=CC=C2)=O)C1 7-METHYL-4-((5-(PYRIDIN-2-YL)-4H-1,2,4-TRIAZOL-3-YL)METHYL)-2H-BENZO[B][1,4]THIAZIN-3(4H)-ONE